NCN1S(NCC1C)(=O)=O (aminomethyl)-3-methyl-1,2,5-thiadiazolidin 1,1-dioxide